3-(4-((R)-7-((Benzyloxy)carbonyl)-3-oxohexahydroimidazo[1,5-a]pyrazin-2(3H)-yl)phenyl)-3-((tert-butoxycarbonyl)amino)propionic acid C(C1=CC=CC=C1)OC(=O)N1C[C@@H]2N(CC1)C(N(C2)C2=CC=C(C=C2)C(CC(=O)O)NC(=O)OC(C)(C)C)=O